2-(3,5-dihydroxybenzyl)isoindoline-1,3-dione OC=1C=C(CN2C(C3=CC=CC=C3C2=O)=O)C=C(C1)O